6-bromopyrido[2,3-d]pyrimidine-2,4(1H,3H)-dione BrC1=CC2=C(NC(NC2=O)=O)N=C1